C1=CN(OC1=O)C[C@@H](C(=O)O)N 3-(5-oxoisoxazolin-2-yl)-L-alanine